6-((1S,3S)-3-(1-Isopropyl-3-(4-(trifluoromethyl)phenyl)-1H-1,2,4-triazol-5-yl)cyclopentyl)-2-thia-6-azaspiro[3.4]octane 2,2-dioxide C(C)(C)N1N=C(N=C1[C@@H]1C[C@H](CC1)N1CC2(CS(C2)(=O)=O)CC1)C1=CC=C(C=C1)C(F)(F)F